C1(CC1)C1=CC(=CC(=N1)C(=O)O)CN1C[C@H](CC1)F (S)-6-cyclopropyl-4-((3-fluoropyrrolidin-1-yl)methyl)picolinic acid